C1(CC1)C1=NN(C(C=C1C1=CC(=CC(=C1)F)F)=O)CC(=O)NC1=NC=NC=C1F 2-[3-cyclopropyl-4-(3,5-difluorophenyl)-6-oxopyridazin-1-yl]-N-(5-fluoropyrimidin-4-yl)acetamide